7,8-difluorooctanamide FC(CCCCCC(=O)N)CF